4,4-dimethyl-1λ2-piperidin-2-one CC1(CC([N]CC1)=O)C